COC(=O)C=1C=C2NC(C=3N(C2=CC1)N=CC3)=O 4-oxo-4,5-dihydropyrazolo[1,5-a]quinoxaline-7-carboxylic acid methyl ester